diaminocitric acid NC(C(=O)O)(C(O)(C(=O)O)CC(=O)O)N